1-[4-(4-cyclohexylpiperazine-1-sulfonyl)phenyl]-3-(pyridin-3-ylmethyl)urea C1(CCCCC1)N1CCN(CC1)S(=O)(=O)C1=CC=C(C=C1)NC(=O)NCC=1C=NC=CC1